3-(3-(2-((3-(2-carboxy-2-(pyrrolidin-3-yl)ethyl)benzyl)(1-(3-(2-carboxy-2-(pyrrolidin-3-yl)ethyl)phenyl)-2-methylpropan-2-yl)amino)ethoxy)phenyl)-2-(pyrrolidin-3-yl)propanoic acid C(=O)(O)C(CC=1C=C(CN(CCOC=2C=C(C=CC2)CC(C(=O)O)C2CNCC2)C(CC2=CC(=CC=C2)CC(C2CNCC2)C(=O)O)(C)C)C=CC1)C1CNCC1